3-TERT-BUTYL-DL-ALANINE C(C)(C)(C)C[C@H](N)C(=O)O |r|